N-(5-Chloro-6-(2H-1,2,3-triazol-2-yl)pyridin-3-yl)-1-(1-(methoxymethyl)-isochinolin-4-yl)-5-(trifluoromethyl)-1H-pyrazol-4-carboxamid ClC=1C=C(C=NC1N1N=CC=N1)NC(=O)C=1C=NN(C1C(F)(F)F)C1=CN=C(C2=CC=CC=C12)COC